O[B-]1([C@H]2C[C@H]2C2=CC=C(C(=C2O1)C(=O)O)OC1CN(C1)C([C@H](N)CO)=O)O (2R,4S)-5,5-dihydroxy-9-(1-D-serylazetidin-3-yl)oxy-6-oxa-5-boranuidatricyclo[5.4.0.02,4]undeca-1(11),7,9-triene-8-carboxylic acid